2,5-dichloro-N-(3-((6-(6-methoxy-2-azaspiro[3.3]hept-2-yl)-3-nitropyridin-2-yl)oxy)propyl)pyrimidin-4-amine ClC1=NC=C(C(=N1)NCCCOC1=NC(=CC=C1[N+](=O)[O-])N1CC2(C1)CC(C2)OC)Cl